(2R)-7-hydroxy-(4-hydroxyphenyl)chromene-4-one OC1=CC=C2C(C=C(OC2=C1)C1=CC=C(C=C1)O)=O